2,4-dichloro-5-fluorobenzoic acid methyl ester COC(C1=C(C=C(C(=C1)F)Cl)Cl)=O